C(C)(C)(C)OC([C@@H](N)C)=O (L)-alanine tert-butyl ester